OC1CN(C1)C(=O)O[C@@H]1CC[C@H](CC1)C(N(C[C@@H]1CC[C@H](CC1)C1=NC(=C(C=C1)OC)C)C1=CC(=CC=C1)C1=CN=C(S1)C(C)C)=O trans-4-((3-(2-Isopropylthiazol-5-yl)phenyl)((trans-4-(5-methoxy-6-methylpyridin-2-yl)cyclohexyl)methyl)carbamoyl)cyclohexyl 3-hydroxyazetidine-1-carboxylate